2-(6-(3-(Difluoromethyl)-4-fluorophenyl)-1H-pyrazolo[4,3-b]pyridin-1-yl)-1-(3-(pyridin-2-yl)azetidin-1-yl)ethan-1-one FC(C=1C=C(C=CC1F)C=1C=C2C(=NC1)C=NN2CC(=O)N2CC(C2)C2=NC=CC=C2)F